C(C=C)OC=1C=C(C=CC1OC)NC1=NC=C(C(=N1)NC1=C(C(=O)NC)C=C(C=C1)OCCC=C)C(F)(F)F 2-((2-((3-(Allyloxy)-4-methoxyphenyl)amino)-5-(trifluoromethyl)pyrimidin-4-yl)amino)-5-(but-3-en-1-yloxy)-N-methylbenzamide